C1N(CCC2=CC=CC=C12)CC=1OC=C(C(C1)=O)OCC1CC2(CN(C2)C2=NC=CC=N2)C1 2-((3,4-Dihydroisoquinolin-2(1H)-yl)methyl)-5-((2-(pyrimidin-2-yl)-2-azaspiro-[3.3]heptan-6-yl)methoxy)-4H-pyran-4-one